C(C)(=O)N1CC(C1)N1N=CC2=C1N(C(C=1C=C(C=C(C21)C(C)NC=2C(=NC(=CC2)Cl)C2=NN(C=N2)CCO)C)=O)C 3-(1-acetylazetidin-3-yl)-9-(1-((6-chloro-2-(1-(2-hydroxyethyl)-1H-1,2,4-triazol-3-yl)pyridin-3-yl)amino)ethyl)-4,7-dimethyl-3,4-dihydro-5H-pyrazolo[3,4-c]isoquinolin-5-one